6-benzyl-2-(3-methyl-1H-pyrazol-4-yl)-4-(2-methyl-2,8-diazaspiro[4.5]decan-8-yl)pyrido[3,4-d]pyrimidine C(C1=CC=CC=C1)C1=CC2=C(N=C(N=C2N2CCC3(CCN(C3)C)CC2)C=2C(=NNC2)C)C=N1